C(CC(C)C)N1CCC(CC1)C1=CN=C(S1)C1=NNC(=C1C(C)C)C=1C=C(C=2N(C1)N=CN2)OC 5-(1-isopentylpiperidin-4-yl)-2-(4-isopropyl-5-(8-methoxy-[1,2,4]triazolo[1,5-a]pyridin-6-yl)-1H-pyrazol-3-yl)thiazole